methylenebis-benzotriazolyl-tetramethylbutyl-phenol sodium [Na].C=C(C(C1=C(C(=C(C(=C1C)C)C)C)O)(C1=CC=CC=2NN=NC21)C2=CC=CC=1NN=NC12)CC